N-ethylaminopiperazine C(C)NN1CCNCC1